OC[C@@H](C)NC(=O)C1=NC(=C(C=C1)OC1=CC=C(C=C1)C(F)(F)F)N1[C@H](CC1)C N-[(2R)-1-Hydroxypropan-2-yl]-6-[(2S)-2-methylazetidin-1-yl]-5-[4-(trifluoromethyl)phenoxy]pyridine-2-carboxamide